Methyl 2-[acetyl(cyclopropylmethyl)amino]-5-[5-[2-(1H-pyrazol-4-yl)ethylcarbamoyl]-2-pyridyl]benzoate C(C)(=O)N(C1=C(C(=O)OC)C=C(C=C1)C1=NC=C(C=C1)C(NCCC=1C=NNC1)=O)CC1CC1